FC=1C=C(C=CC1N1CCOCC1)NC1=NC=CC(=N1)OC1=C(C=C(C=C1C)/C=C/C#N)C (E)-3-(4-((2-((3-fluoro-4-morpholinylphenyl)amino)pyrimidin-4-yl)oxy)-3,5-dimethylphenyl)acrylonitrile